4-(4-(benzo[d]thiazol-5-ylamino)quinolin-7-yl)-N,N-diethylbenzamide S1C=NC2=C1C=CC(=C2)NC2=CC=NC1=CC(=CC=C21)C2=CC=C(C(=O)N(CC)CC)C=C2